2-(2-amino-9,9-difluoro-9H-fluoren-3-yl)propanol NC1=CC=2C(C3=CC=CC=C3C2C=C1C(CO)C)(F)F